methyl 2-[(3-bromo-6-chloro-4-quinolyl)amino]benzoate BrC=1C=NC2=CC=C(C=C2C1NC1=C(C(=O)OC)C=CC=C1)Cl